(1S,2S,3R,4S,5S)-1-(hydroxymethyl)-5-((6-((2-nitro-4-(pyrimidin-2-yl)phenyl)amino)hexyl)amino)cyclohexane-1,2,3,4-tetraol OC[C@@]1([C@H]([C@@H]([C@H]([C@H](C1)NCCCCCCNC1=C(C=C(C=C1)C1=NC=CC=N1)[N+](=O)[O-])O)O)O)O